1-(chloromethoxy)butane ClCOCCCC